FC=1C=CC2=C(N=C(O2)NC=2OC3=C(N2)C=C(C=C3)C3(CC3)C(=O)N(C)C)C1 1-(2-((5-fluorobenzo[d]oxazol-2-yl)amino)benzo[d]oxazol-5-yl)-N,N-dimethylcyclopropane-1-carboxamide